5-({N-[(2,4-dichlorophenyl)methyl]-1-(3-fluorophenyl)formamido}methyl)-N-methylpyridine-2-carboxamide ClC1=C(C=CC(=C1)Cl)CN(C(=O)C1=CC(=CC=C1)F)CC=1C=CC(=NC1)C(=O)NC